ClC=1C=C2C(=C(NC2=CC1)CO)C1NC(C2=CC=C(C=C12)O)=O 3-[5-chloro-2-(hydroxymethyl)-1H-indol-3-yl]-5-hydroxy-2,3-dihydro-1H-isoindol-1-one